C[C@H](CCS(=O)(=O)[O-])CC1=CC=2N(C=C1C)C=NN2 [(2S)-2-methyl-3-(6-methyl-[1,2,4]triazolo[4,3-a]pyridin-7-yl)propyl]methanesulfonate